ClC1=NC=NC(=C1Cl)C(F)F 4,5-dichloro-6-difluoromethylpyrimidine